methyl 4-bromo-1,5-dimethyl-pyrazole-3-carboxylate BrC=1C(=NN(C1C)C)C(=O)OC